C1(CC1)CCN(C1=C2CN(C(C2=CC=C1)=O)N1C(CCCC1=O)=O)C1CCC(CC1)NCC(C(F)(F)F)(F)F 4-[(2-cyclopropylethyl)[(1s,4s)-4-[(2,2,3,3,3-pentafluoropropyl)amino]cyclohexyl]amino]-1-oxo-3H-isoindol-2-ylpiperidine-2,6-dione